5-(2-amino-[1,2,4]triazolo[1,5-a]pyridin-7-yl)-1-methyl-1H-indole-3-carboxylic acid methyl ester COC(=O)C1=CN(C2=CC=C(C=C12)C1=CC=2N(C=C1)N=C(N2)N)C